C(C1=CC=CC=C1)C1CCN(CC1)C(=O)C1=CC2=CC=CC=C2C=C1C 2-(4-benzylpiperidine-1-carbonyl)-3-methylnaphthalene